BrC1=C2C=CC3=CC=C(C4=CC=C(C=C1)C2=C43)C=CC(=CC(=O)C4=CC=CC=C4)O 5-(6-bromopyrene-1-yl)-3-hydroxy-1-phenylpenta-2,4-dien-1-one